C(C1=CC=CC=C1)OC(=O)N1CCC(CC1)CN1[C@H](CN(CC1)C(=O)OC(C)(C)C)C tert-butyl (S)-4-((1-((benzyloxy) carbonyl) piperidin-4-yl) methyl)-3-methylpiperazine-1-carboxylate